C(C)C1(C(=C1C)CC1=CC=CC=C1)C1=C(C=C(C=C1OC)OC)OC ethyl-2-benzyl-3-methyl-1-(2,4,6-trimethoxyphenyl)cycloprop-2-ene